FC(OC=1C=C(C=CC1)N1C(N([C@H](C1)C#N)C1=CN=CC2=CC=CC=C12)=O)F |r| Racemic-1-(3-(difluoromethoxy)phenyl)-3-(isoquinolin-4-yl)-2-oxoimidazolidine-4-carbonitrile